BrCCCCCCOCCOCCOCC1=CC=CC=C1 2-[2-(6-bromohexoxy)ethoxy]ethoxymethylbenzene